OCCN1C(C=2N(CC1)N=CC2[N+](=O)[O-])=O 5-(2-hydroxyethyl)-3-nitro-6,7-dihydropyrazolo[1,5-a]pyrazin-4(5H)-one